succinimidyl-succinate C1(CCC(N1C(C(=O)[O-])CC(=O)[O-])=O)=O